N-[[4-[(1R)-1,2-dihydroxyethyl]-1-[4-(trifluoromethoxy)phenyl]pyrazolo[3,4-b]pyridin-3-yl]methyl]-N-methyl-prop-2-enamide O[C@@H](CO)C1=C2C(=NC=C1)N(N=C2CN(C(C=C)=O)C)C2=CC=C(C=C2)OC(F)(F)F